tetradecanoic acid, dodecyl ester C(CCCCCCCCCCCCC)(=O)OCCCCCCCCCCCC